NN1N=NC(=C1)N 3,5-diamino-triazole